C(C)(C)(C)OC(=O)N1CCC(CC1)COC=1C=C(C=CC1)C(CC(=O)O)C1CC1 3-(3-((1-(tert-Butoxycarbonyl)piperidin-4-yl)methoxy)phenyl)-3-cyclopropylpropionic acid